isopropyl myristate (isopropyl dodecanoate) C(C)(C)C(C(=O)O)CCCCCCCCCC.C(CCCCCCCCCCCCC)(=O)OC(C)C